C(C)(C)(C)OC(=O)N1CC(C1)NC(=O)NC=1N=CC2=C(N=C(C=C2C1)Cl)N(CC1=C(C=C(C=C1)OC)OC)CC1=C(C=C(C=C1)OC)OC 3-(3-(8-(bis(2,4-dimethoxybenzyl)amino)-6-chloro-2,7-naphthyridin-3-yl)ureido)Azetidine-1-carboxylic acid tert-butyl ester